(1-thiomorpholinocycloheptyl)methanamine S1CCN(CC1)C1(CCCCCC1)CN